C(C)OC(CCCN1CCC(CC1)OC(C1=NC=CC=C1)C1=CC=C(C=C1)Cl)=O 4-[(4-chlorophenyl)-2-pyridylmethoxy]-1-piperidinebutyric acid ethyl ester